N-{[3-(4-{[(3S,4R)-3-fluoro-1-methylpiperidin-4-yl]amino}-1-(2,2,2-trifluoroethyl)-1H-indol-2-yl)-1,2-oxazol-5-yl]methyl}-5-(2-hydroxypropan-2-yl)thiophene-3-carboxamide F[C@H]1CN(CC[C@H]1NC1=C2C=C(N(C2=CC=C1)CC(F)(F)F)C1=NOC(=C1)CNC(=O)C1=CSC(=C1)C(C)(C)O)C